1-butyl-3-vinylimidazolium hexafluorophosphate F[P-](F)(F)(F)(F)F.C(CCC)N1C=[N+](C=C1)C=C